CC(C)([S@](=O)NCC1=NC=CC(=C1F)C1=CC(=CC=2C=C(OC21)CC(C)C)COC2=C(C=CC=C2)CC(=O)OCC)C (S)-ethyl 2-(2-((7-(2-((1,1-dimethylethylsulfinamido)methyl)-3-fluoropyridin-4-yl)-2-isobutylbenzofuran-5-yl)methoxy)phenyl)acetate